3-phenyl-4,5-dihydro-3H-spiro[furan-2,3'-indoline] C1(=CC=CC=C1)C1CCOC12CNC1=CC=CC=C21